O.O1C(=CC=C1)C(=O)O furoic acid hydrate